ethyl 4-(1-(6-(difluoromethyl)pyridin-3-yl)-1-hydroxy ethyl)-3-methyl-1-(4-methylbenzene-1-sulfonyl)-1H-pyrrole-2-carboxylate FC(C1=CC=C(C=N1)C(C)(O)C=1C(=C(N(C1)S(=O)(=O)C1=CC=C(C=C1)C)C(=O)OCC)C)F